C1(CC1)C1=NC=NC(=C1C1=NC=C2N=C(N(C2=N1)CC1=CC=C(C=C1)N1N=C(C=C1OC)C(F)(F)F)N)OC 2-(4-cyclopropyl-6-methoxy-pyrimidin-5-yl)-9-[[4-[5-methoxy-3-(trifluoromethyl)pyrazol-1-yl]phenyl]methyl]purin-8-amine